(R)-3-((3-(8-aminopyrido[3,4-d]pyrimidin-2-yl)-2-methylphenyl)ethynyl)-3-hydroxy-1-methylpyrrolidin-2-one trifluoroacetate FC(C(=O)O)(F)F.NC1=NC=CC2=C1N=C(N=C2)C=2C(=C(C=CC2)C#C[C@]2(C(N(CC2)C)=O)O)C